methyl 4-amino-2-chloronicotinate NC1=CC=NC(=C1C(=O)OC)Cl